[3-[2-[3-(trifluoromethyl)azetidin-1-yl]pyrimidin-5-yl]azetidin-1-yl]-[6-[3-(trifluoromethyl)-1,2,4-triazol-1-yl]-2-azaspiro[3.3]heptan-2-yl]methanone FC(C1CN(C1)C1=NC=C(C=N1)C1CN(C1)C(=O)N1CC2(C1)CC(C2)N2N=C(N=C2)C(F)(F)F)(F)F